Cl.N1CCC(CC1)C1=CC=C(C2=C1C=CO2)C(=O)N 4-(piperidin-4-yl)-1-benzofuran-7-carboxamide hydrochloride